N-(1-(morpholine-4-carbonyl)-3-(pyridin-2-yl)-1H-pyrazol-4-yl)-2-(1H-pyrazol-4-yl)thiazole-4-carboxamide N1(CCOCC1)C(=O)N1N=C(C(=C1)NC(=O)C=1N=C(SC1)C=1C=NNC1)C1=NC=CC=C1